ClC1=C(C=CC(=C1)C)N(C1=CC(=NC=C1)C(=O)N1CCN(CC1)CC1=NC2=C(N1C[C@H]1OCC1)C=C(C=C2)C(=O)O)C 2-[(4-{4-[(2-chloro-4-methylphenyl)(methyl)amino]pyridine-2-carbonyl}piperazin-1-yl)methyl]-1-{[(2S)-oxetan-2-yl]methyl}-1H-1,3-benzodiazole-6-carboxylic acid